COC1=CC=C2CCC(C2=C1)=COC 6-methoxy-1-(methoxymethylene)-2,3-dihydro-1H-indene